O=C1N(C(C2=CC=CC=C12)=O)C[C@@H](C[C@@H]1N(C(OC1)(C)C)C(=O)OC(C)(C)C)F tert-butyl (S)-4-((R)-3-(1,3-dioxoisoindolin-2-yl)-2-fluoropropyl)-2,2-dimethyloxazolidine-3-carboxylate